(2-isopropylphenyl)-1-([4-[1-methyl-4-(trifluoromethyl)imidazol-2-yl]phenyl]methyl)-3H,4H-pyrimido[4,5-d][1,3]diazin-2-one C(C)(C)C1=C(C=CC=C1)N1C(N(C2=NC=NC=C2C1)CC1=CC=C(C=C1)C=1N(C=C(N1)C(F)(F)F)C)=O